3H-1,2-benzothiaselenol-3-one S1[Se]C(C2=C1C=CC=C2)=O